NC1([C@H](N=C(N=C1)NC1(CCOCC1)C)NC1CCC(CC1)C(=O)N)[N+](=O)[O-] (1S,4S)-4-((5-amino-2-((4-methyltetrahydro-2H-pyran-4-yl)amino)-5-nitropyrimidin-4-yl)amino)cyclohexane-1-carboxamide